(2-methylphenyl)magnesium bromide CC1=C(C=CC=C1)[Mg]Br